COC(C1=C(C(=CC=C1)C)C(=S)N(C)C)=O 2-dimethylaminothioformyl-3-methylbenzoic acid methyl ester